NC1=CC=C(N=N1)N1CC(N(CC1)C(=O)OC(C)(C)C)(C)C tert-butyl 4-(6-aminopyridazin-3-yl)-2,2-dimethylpiperazine-1-carboxylate